Trans-4-{5-[(3-chlorophenoxy)methyl]-4-methyl-4H-1,2,4-triazol-3-yl}cyclohexanecarboxylic acid methyl ester COC(=O)[C@@H]1CC[C@H](CC1)C1=NN=C(N1C)COC1=CC(=CC=C1)Cl